ClC=1C=C2C(=NC(=NC2=C(C1C1=CC=CC2=C1N=C(S2)N)F)N2CC1N(CCC1C2)C)N2CCNCC2 4-(6-chloro-8-fluoro-2-(1-methylhexahydropyrrolo[3,4-b]pyrrol-5(1H)-yl)-4-(piperazin-1-yl)quinazolin-7-yl)benzo[d]thiazol-2-amine